C(C)(C)(C)OC(=O)N1C(CCCC1)SCC1=NC2=CC(=C(C=C2C(N1)=O)F)NC1CCCC1 (((7-(cyclopentylamino)-6-fluoro-4-oxo-3,4-dihydroquinazolin-2-yl)methyl)thio)piperidine-1-carboxylic acid tert-butyl ester